N=1C=NN2C1C=CC=C2CCC[C@H]2C[C@@H]1N(CCN(C1)C=1C=NC(=C(C1)F)C)C2=O (7S,8aS)-7-(3-([1,2,4]triazolo[1,5-a]pyridin-5-yl)propyl)-2-(5-fluoro-6-methylpyridin-3-yl)hexahydropyrrolo[1,2-a]pyrazin-6(2H)-one